C(C)S(=O)(=O)O[C@@H](C(=O)O)CC (R)-2-((ethylsulfonyl)oxy)butanoic acid